C1(CC1)S(=O)(=O)N1N=CC(=C1)C1=NC=CC(=N1)NC=1N=CC2=C(C=CC(=C2C1)C(C)C)N1CC(C1)C#N 1-(3-((2-(1-(cyclopropylsulfonyl)-1H-pyrazol-4-yl)pyrimidin-4-yl)amino)-5-isopropylisoquinolin-8-yl)azetidine-3-carbonitrile